CNC(=O)C1CC(C1)N1C(=NC2=C1C=C(C=C2)C(=O)NCCCN2CCN(CC2)C)C2=CC(=C(C(=C2)OC)OC)OC 1-(3-(methylcarbamoyl)cyclobutyl)-N-(3-(4-methylpiperazin-1-yl)propyl)-2-(3,4,5-trimethoxyphenyl)-1H-benzo[d]imidazole-6-carboxamide